OC1=C(C=CC=C1)C(C=CC1=CC=C(C=C1)N(C1=CC=C(C=C1)C)C1=CC=C(C=C1)C)=O 1-(2-Hydroxyphenyl)-3-[4-(4-methyl-N-(4-methylphenyl)anilino)phenyl]prop-2-en-1-one